((R)-1-hydroxy ethyl) benzoate C(C1=CC=CC=C1)(=O)O[C@H](C)O